OC1=CC=C(C=C1)N1N=NC(=C1)C(=O)N 1-(4-hydroxyphenyl)-1H-1,2,3-triazole-4-carboxamide